Methyl 4-(2-(1H-1,2,4-triazol-1-yl)acetamido)-2'-chloro-4'-methyl-[1,1'-biphenyl]-3-carboxylate N1(N=CN=C1)CC(=O)NC1=C(C=C(C=C1)C1=C(C=C(C=C1)C)Cl)C(=O)OC